CC1C(CCC(C1)C)O 2,4-dimethyl-1-cyclohexanol